FC1(C[C@@H](CN(C1)C1=NC=C(N=C1)C=1N=NN(C1CN1C(C=CC(=C1)CCC)=O)C)CC(=O)O)F (S)-2-(5,5-difluoro-1-(5-(1-methyl-5-((2-oxo-5-propylpyridin-1(2H)-yl)methyl)-1H-1,2,3-triazol-4-yl)pyrazin-2-yl)piperidin-3-yl)acetic acid